6-chloro-2H,3H,4H-pyrido[3,2-b][1,4]oxazine ClC=1C=CC=2OCCNC2N1